3-Chloro-6-iodo-pyridazine ClC=1N=NC(=CC1)I